N,3,3-Trimethoxy-N-methylcyclobutane-1-carboxamide CON(C(=O)C1CC(C1)(OC)OC)C